C(C)(C)C1=CC(=CC(=C1)C(C)C)C(C)C 2,4,6-triisopropyl-benzene